methyl 4-(4-{trifluoromethyl}phenoxy)quinoline-7-carboxylate FC(C1=CC=C(OC2=CC=NC3=CC(=CC=C23)C(=O)OC)C=C1)(F)F